C(C)(C)C1=C(NC2=CC=C(C=C12)C1CCN(CC1)CC(C)(O)C)C=1C=C(C=2N(C1)C=NN2)C 1-(4-(3-isopropyl-2-(8-methyl-[1,2,4]triazolo[4,3-a]pyridin-6-yl)-1H-indol-5-yl)piperidin-1-yl)-2-methylpropan-2-ol